ethyl 3-((1-methyl-1H-indol-7-yl)amino)propanoate CN1C=CC2=CC=CC(=C12)NCCC(=O)OCC